FC=1C(=CC(=C(C1)O)Br)C 5-fluoro-2-bromo-4-methylphenol